C(#N)C1=C2C(=NC(=N1)N1CCC3([C@@H]([C@@H](OC3)C)N[S@](=O)C(C)(C)C)CC1)NN=C2C2=C(C1=C(N(N=C1C=C2)C)Cl)Cl (R)-N-((3s,4s)-8-(4-cyano-3-(3,4-dichloro-2-methyl-2H-indazol-5-yl)-1H-pyrazolo[3,4-d]pyrimidin-6-yl)-3-methyl-2-oxa-8-azaspiro[4.5]decan-4-yl)-2-methylpropane-2-sulfinamide